N2-Acetyl-D-asparagine CC(=O)N[C@H](CC(=O)N)C(=O)O